BrCC=1OC2=C(C1)C(=CC=C2)Cl (bromomethyl)-4-chloro-1-benzofuran